O1C=NC(C1)(CO)CO 4,4(5H)-oxazoledimethanol